2,5-dimethyl-2,5-di(tert-butyl-peroxy)-3-hexyne CC(C)(C#CC(C)(OOC(C)(C)C)C)OOC(C)(C)C